Cl.C(N)(=O)C1=C(C=CC(=C1)F)C1=CC=C(C=C1)C[C@H]1C[C@@H](NC1)C(=O)N[C@H](C(=O)NCC1=C(C=CC(=C1)Cl)N1N=NN=C1)C (2R,4S)-4-((2'-carbamoyl-4'-fluoro-[1,1'-biphenyl]-4-yl)methyl)-N-((S)-1-((5-chloro-2-(1H-tetrazol-1-yl)benzyl)amino)-1-oxopropan-2-yl)pyrrolidine-2-carboxamide hydrochloride